N-((trifluoromethyl)sulfonyl)acetamide FC(S(=O)(=O)NC(C)=O)(F)F